O1C=CC2=C1C=CC=C2 benzofurane